[Cl-].[Cl-].C1(C=CC=C1)[Zr+2]C=1C(C2=CC=C(C=C2C1)C)C cyclopentadienyl(1,5-dimethylindenyl)zirconium dichloride